Methyl 2-[[4-[6-[(4-cyano-2-fluoro-phenyl)methoxy]-2-pyridyl]-1-piperidyl]methyl]-6-(1-methylpyrazol-3-yl)-3-[[(2S)-oxetan-2-yl]methyl]benzimidazole-5-carboxylate C(#N)C1=CC(=C(C=C1)COC1=CC=CC(=N1)C1CCN(CC1)CC=1N(C2=C(N1)C=C(C(=C2)C(=O)OC)C2=NN(C=C2)C)C[C@H]2OCC2)F